((3-cyanophenyl)amino)-3-((6-methoxy-2-methyl-1,2,3,4-tetrahydroisoquinolin-7-yl)amino)-1,2,4-triazine-6-carboxamide C(#N)C=1C=C(C=CC1)NC=1N=C(N=NC1C(=O)N)NC1=C(C=C2CCN(CC2=C1)C)OC